N-(2-(2-chlorophenoxy)-5-propoxyquinolin-6-yl)-3-hydroxy-4-methoxypicolinamide ClC1=C(OC2=NC3=CC=C(C(=C3C=C2)OCCC)NC(C2=NC=CC(=C2O)OC)=O)C=CC=C1